7-Chloro-8-((triisopropylsilyl)ethynyl)naphthalene-1,3-diyl bis(trifluoromethanesulfonate) FC(S(=O)(=O)OC1=CC(=CC2=CC=C(C(=C12)C#C[Si](C(C)C)(C(C)C)C(C)C)Cl)OS(=O)(=O)C(F)(F)F)(F)F